C(=O)(C=C)[N-]C acryl-methylAmide